(2R)-2-benzyl-N-(8-fluoro-3-quinolyl)-2,4-dimethyl-pentanamide C(C1=CC=CC=C1)[C@](C(=O)NC=1C=NC2=C(C=CC=C2C1)F)(CC(C)C)C